Ethyl 1-((4'-Cyclopropyl-6'-methoxy-5-nitro-[2,5'-bipyrimidin]-4-yl)amino)cyclopropane-1-carboxylate C1(CC1)C1=NC=NC(=C1C1=NC=C(C(=N1)NC1(CC1)C(=O)OCC)[N+](=O)[O-])OC